1-(2,4-Dichloro-phenyl)-5-[4-(5-fluoro-pent-1-ynyl)-phenyl]-4-methyl-1H-pyrazole-3-carboxylic acid piperidin-1-ylamide N1(CCCCC1)NC(=O)C1=NN(C(=C1C)C1=CC=C(C=C1)C#CCCCF)C1=C(C=C(C=C1)Cl)Cl